(7-aminophenanthr-2-yl)boric acid NC1=CC=C2C=3C=CC(=CC3C=CC2=C1)OB(O)O